C(C)(=O)N1CC=2N(CC1)C(=NC2C=2C(=CC=C1C=C(N=CC21)C=2C=CC(=NC2)C(=O)NC)F)C2CCOCC2 5-(8-(7-acetyl-3-(tetrahydro-2H-pyran-4-yl)-5,6,7,8-tetrahydroimidazo[1,5-a]pyrazin-1-yl)-7-fluoroisoquinolin-3-yl)-N-methylpyridineamide